NC1=C(C=C(C=N1)C=1C=NN(C1)C1CCN(CC1)CCC1CCN(CC1)C1=CC=C(C(=O)NC2C(NC(CC2)=O)=O)C=C1)O[C@H](C)C1=C(C=CC(=C1)F)N1N=CC=N1 4-(4-(2-(4-(4-(6-amino-5-((R)-1-(5-fluoro-2-(2H-1,2,3-triazol-2-yl)phenyl)ethoxy)pyridin-3-yl)-1H-pyrazol-1-yl)piperidin-1-yl)ethyl)piperidin-1-yl)-N-(2,6-dioxopiperidin-3-yl)benzamide